BrC=1C(N(CCC1)C)CO (3-bromo-1-methyl-1,2,5,6-tetrahydropyridin-2-yl)methanol